C(C)(=O)CC(C)=O.[Co+2] cobalt(II) acetyl-acetone